C(C)(C)(C)OP(OC(C)(C)C)(=O)C methylphosphonic acid di-tert-butyl ester